N1C=C(C2=CC=CC=C12)CCNC1=C2N=CN(C2=NC(=N1)C=1C=NC=C(C1)C)C(C)C N-(2-(1H-indol-3-yl)ethyl)-9-isopropyl-2-(5-methylpyridin-3-yl)-9H-purin-6-amine